N2-(2-methoxy-4-((4-morpholino-piperidin-1-yl)sulfonyl)phenyl)-N4-(2-methoxyethyl)-7H-pyrrolo[2,3-d]pyrimidine-2,4-diamine 2,2,2-trifluoroacetate FC(C(=O)O)(F)F.COC1=C(C=CC(=C1)S(=O)(=O)N1CCC(CC1)N1CCOCC1)NC=1N=C(C2=C(N1)NC=C2)NCCOC